COC1=C(SC(=C1)[Sn](C)(C)C)C=1SC(=CC1OC)[Sn](C)(C)C (3,3'-dimethoxy-[2,2'-bithiophene]-5,5'-diyl)bis(trimethylstannane)